O=C(CCC1=CC(=C(C(=C1)C(C)(C)C)O)C(C)(C)C)OCC(C)(C)COC(CCC1=CC(=C(C(=C1)C(C)(C)C)O)C(C)(C)C)=O 2,2-bis[[1-oxo-3-(3,5-di-t-butyl-4-hydroxyphenyl)propoxy]methyl]propane